C(C)N1C[C@@H](CC[C@H]1C)OC=1C=C2CN(C(C2=CC1)=O)C1C(NC(CC1)=O)=O 3-(5-(((3R,6R)-1-ethyl-6-methylpiperidin-3-yl)oxy)-1-oxoisoindolin-2-yl)piperidine-2,6-dione